3'-chloro-6-(3-(4-(3-(3-(trifluoromethyl)phenyl)ureido)phenoxy)azetidin-1-yl)-[1,1'-biphenyl]-2-carboxylic acid ClC=1C=C(C=CC1)C=1C(=CC=CC1N1CC(C1)OC1=CC=C(C=C1)NC(=O)NC1=CC(=CC=C1)C(F)(F)F)C(=O)O